methyl-L-Leucine CN[C@@H](CC(C)C)C(=O)O